1-((3aR,4R,7S,7aR)-2,2-dimethyl-7-((4-(trifluoromethyl)pyrimidin-2-yl)amino)tetrahydro-4H-[1,3]dioxolo[4,5-c]pyran-4-yl)-2,5,8,11-tetraoxatridecan-13-oic acid CC1(O[C@H]2[C@H]([C@H](OC[C@@H]2NC2=NC=CC(=N2)C(F)(F)F)COCCOCCOCCOCC(=O)O)O1)C